CC1(C(CC1)OC1=NN(C=C1[N+](=O)[O-])C([2H])([2H])[2H])O 1-methyl-2-((1-(methyl-d3)-4-nitro-1H-pyrazol-3-yl)oxy)cyclobutan-1-ol